FC(C1=C(COC2=C(C=C(C=C2)\C=C(\C(=O)N)/F)OC)C=CC(=C1)C(F)(F)F)(F)F (Z)-3-(4-((2,4-bis(trifluoromethyl)benzyl)oxy)-3-methoxyphenyl)-2-fluoroacrylamide